N1(CCCC1)CC12CN(C(C1)C2)C(=O)OC(C)(C)C tert-butyl 4-(pyrrolidin-1-ylmethyl)-2-azabicyclo[2.1.1]hexane-2-carboxylate